BrCC=1C=NC=C(C1)C(F)(F)F 3-(Bromomethyl)-5-(trifluoromethyl)pyridine